O1N=C(C=C1)C(=O)N1CCC1 (2R)-1-(1,2-oxazole-3-carbonyl)azetidine